(R)-3-((4-((1R,6R)-7,7-difluoro-3-azabicyclo[4.1.0]heptan-6-yl)phenyl)amino)piperidine-2,6-dione HCl salt Cl.FC1([C@@]2(CCNC[C@H]12)C1=CC=C(C=C1)N[C@H]1C(NC(CC1)=O)=O)F